C(#N)C=1C=C(C=C(C1N[C@@H](CSC1=CC=C(C=C1)F)CCN(C)C)F)S(=O)(=O)NC(=O)C1(CCC(CC1)(F)F)OC (R)-N-((3-cyano-4-((4-(dimethylamino)-1-((4-fluorophenyl)thio)butan-2-yl)amino)-5-fluorophenyl)sulfonyl)-4,4-difluoro-1-methoxycyclohexane-1-carboxamide